CC1=C(C=CC(=C1)C)NC=1C(C2=CC=CC=C2C(C1)=O)=O 2-((2,4-dimethylphenyl)amino)naphthalene-1,4-dione